(1S,5R,7R)-7-(hydroxymethyl)-7-(methoxymethyl)-1-azabicyclo[3.2.1]octan-6-one OC[C@]1(C([C@@H]2CCCN1C2)=O)COC